(E)-2-cyano-1-{[2-(4-{3-[3-(diethylamino)propoxy]phenyl}indoline-1-carbonyl)thiazol-5-yl]methyl}-3-(pyridin-4-yl)guanidine C(#N)/N=C(\NCC1=CN=C(S1)C(=O)N1CCC2=C(C=CC=C12)C1=CC(=CC=C1)OCCCN(CC)CC)/NC1=CC=NC=C1